N-benzyl-2-(7,9-dimethyl-9H-carbazol-2-yl)acetamide C(C1=CC=CC=C1)NC(CC1=CC=2N(C3=CC(=CC=C3C2C=C1)C)C)=O